O1[C@@H](C1)C1=CC=CC(=N1)C#N (R)-6-(oxiran-2-yl)pyridinecarbonitrile